CN1N=NC=2C1=NC=C(C2)C2=CC=C1C(=N2)SC(=C1)C1(CC(C1)C(F)(F)F)O cis-1-(6-(3-methyl-3H-[1,2,3]triazolo[4,5-b]pyridin-6-yl)thieno[2,3-b]pyridin-2-yl)-3-(trifluoromethyl)cyclobutan-1-ol